C1=C(C=C(C=C1C(=O)Cl)C(=O)Cl)C(=O)Cl benzenetricarbonyl chloride